COC(=O)C1=CC=C2C(=CNC2=C1P(=O)(C)C)C1=NC(=NC=C1C(F)(F)F)N[C@@H]1C[C@H](CC1)N.IC=1C(=C(C=CC1)N1CCOCC1)[N+](=O)[O-] 4-(3-iodo-2-nitrophenyl)morpholine Methyl-7-[dimethyl(oxo)-λ5-phosphoranyl]-3-(2-{[(1S,3S)-3-aminocyclopentyl]amino}-5-(trifluoromethyl)pyrimidin-4-yl)-1H-indole-6-carboxylate